tert-butyl 8-(1-amino-4-ethyl-2-imino-6-oxo-3H-pyrimidin-5-yl)-3,8-diazabicyclo[4.2.0]octane-3-carboxylate NN1C(NC(=C(C1=O)N1CC2CCN(CC12)C(=O)OC(C)(C)C)CC)=N